C(C)(=O)C1=C(O[C@H](C(=O)O)C)C=C(C(=C1)Br)F (2S)-2-(2-acetyl-4-bromo-5-fluorophenoxy)propionic acid